CC1=C(C=CC=C1C)N1CCN(CC1)C(CN1N=C(C2=C1CCC2)C(=O)N2CCC(CC2)NS(=O)(=O)C)=O N-[1-(1-{2-[4-(2,3-dimethylphenyl)piperazin-1-yl]-2-oxoethyl}-1,4,5,6-tetrahydrocyclopenta[c]pyrazole-3-carbonyl)piperidin-4-yl]methanesulfonamide